C1(=CC=CC=C1)C1=CC2=C(CCC3C(NN=C23)C=2C=C3N=CC=NC3=CC2)C=C1 8-phenyl-3-(quinoxalin-6-yl)-3,3a,4,5-tetrahydro-2H-benzo[g]indazole